N-(5-cyano-6-(2H-1,2,3-triazol-2-yl)pyridin-3-yl)-1-(3,4-dichloropyridin-2-yl)-5-(trifluoromethyl)-1H-pyrazole-4-carboxamide C(#N)C=1C=C(C=NC1N1N=CC=N1)NC(=O)C=1C=NN(C1C(F)(F)F)C1=NC=CC(=C1Cl)Cl